FC(OC1=C(C#N)C(=CC(=C1)C=1C=NN2C1C=C(C=C2)OCCN2CCOCC2)OC)F 2-(difluoromethoxy)-6-methoxy-4-(5-(2-morpholinoethoxy)pyrazolo[1,5-a]pyridin-3-yl)benzonitrile